N-[4-(4-fluoro-1,3-benzoxazol-2-yl)phenyl]-2-hydroxy-propanamide FC1=CC=CC2=C1N=C(O2)C2=CC=C(C=C2)NC(C(C)O)=O